C(C)(C)(C)OC(NCCCSC1=C(C=C(C=C1)[N+](=O)[O-])C)=O (3-((2-methyl-4-nitrophenyl)thio)propyl)carbamic acid tert-butyl ester